ClC=1C(=C(C(=CC1)N1N=NN=C1)C=1C=CC(=[N+](C1)[O-])C(CN(C(=O)N(C)C)C)N1N=CC(=C1)C1=CC(=NC=C1)C(F)(F)F)F 5-(3-Chloro-2-fluoro-6-(1H-tetrazol-1-yl)phenyl)-2-(1-(4-(2-(trifluoromethyl)pyridin-4-yl)-1H-pyrazol-1-yl)-2-(1,3,3-trimethylureido)ethyl)pyridine 1-oxide